C(C)C1=C(C=CC(=C1)N)C1=C(C=C(N)C=C1)CC 2,2'-diethyl-benzidine